NC1=NN(C2=NC(=CC=C21)C2=CCCC2)C(=O)C2=C(C=CC=C2)C [3-amino-6-(cyclopenten-1-yl)pyrazolo[3,4-b]pyridin-1-yl]-(2-methylphenyl)methanone